N'-benzhydrylethylene-diamine C(C1=CC=CC=C1)(C1=CC=CC=C1)NCCN